(2S)-2-(aminomethyl)pyrrolidine-1-carboxylic acid tert-butyl ester C(C)(C)(C)OC(=O)N1[C@@H](CCC1)CN